trimethyl-isopropyl-ammonium bromide salt [Br-].C[N+](C(C)C)(C)C